ClC=1C=NC(=NC1)N1N=C(N=C1[C@H](C)NC(OC(C)(C)C)=O)C1CC1 tert-butyl {(1S)-1-[1-(5-chloropyrimidin-2-yl)-3-cyclopropyl-1H-1,2,4-triazol-5-yl]ethyl}carbamate